COC(CCOC1=NC(=NC(=N1)OCCC(C)OC)NCCC)C 4,6-bis(3-methoxybutoxy)-N-propyl-1,3,5-triazine-2-amine